CC1=CC2=CN=CC2=C1 2-Methyl-5-azapentalen